NC=1N=NC(=CC1C1=NC=CC(=C1)N1C(CNCC1)=O)C1=C(C(=CC=C1)F)O 1-[2-[3-amino-6-(3-fluoro-2-hydroxy-phenyl)pyridazin-4-yl]-4-pyridyl]piperazin-2-one